L-1-aminopropyl-3-methylimidazolium tetrafluoroborate F[B-](F)(F)F.NC(CC)C=1NC=C[N+]1C